N,N'-dimethylpiperazine CN1CCN(CC1)C